FC(OC1=CC=C(CNC2=C3N=CN(C3=NC=N2)[C@H]2[C@@H](O)[C@H](O)[C@H](O2)CO)C=C1)(F)F 6-(4-(Trifluoromethoxy)benzylamino)-9-β-D-arabinofuranosylpurin